3,8-diazabicyclo[3.2.1]octane-2-carboxylic acid C12C(NCC(CC1)N2)C(=O)O